N[C@H](C(C)C)C(=O)OCN1C(C(CCC1=O)N1C(C2=CC=CC(=C2C1)CNC(C(C1=CC=C(C=C1)C1(CC1)C(F)(F)F)=O)=O)=O)=O (2,6-dioxo-3-(1-oxo-4-((2-oxo-2-(4-(1-(trifluoromethyl)cyclopropyl)-phenyl)acetamido)methyl)isoindolin-2-yl)piperidin-1-yl)methyl D-valinate